methyl-[1,2,4]triazolo[4,3-a]quinazolin-5-amine CC1=NN=C2N1C1=CC=CC=C1C(=N2)N